18-oxo-stearic acid O=CCCCCCCCCCCCCCCCCC(=O)O